(2S,4r)-1-[(2S)-2-[4-(6-ethoxy-3-pyridinyl)triazol-1-yl]-3,3-dimethyl-butyryl]-4-hydroxy-N-methyl-pyrrolidine-2-carboxamide C(C)OC1=CC=C(C=N1)C=1N=NN(C1)[C@H](C(=O)N1[C@@H](C[C@H](C1)O)C(=O)NC)C(C)(C)C